4-(2-{8-fluoro-2-methylimidazo[1,2-a]pyridin-6-yl}thieno[3,2-c]pyrazol-5-yl)piperidine FC=1C=2N(C=C(C1)N1N=C3C(=C1)SC(=C3)C3CCNCC3)C=C(N2)C